1,3-bis-(3-maleimidopropoxy)-propane C1(C=CC(N1CCCOCCCOCCCN1C(C=CC1=O)=O)=O)=O